(4-amino-1-(6-((3-chloro-2-methylpyridin-4-yl)thio)pyrido[2,3-b]pyrazin-2-yl)piperidin-4-yl)methanol NC1(CCN(CC1)C=1N=C2C(=NC1)N=C(C=C2)SC2=C(C(=NC=C2)C)Cl)CO